C(C=C)OCC(CO)(CO)CO 2-allyloxymethyl-2-hydroxymethyl-propane-1,3-diol